C12CN(CC(CC1)N2)C2=NC(=NC1=C(C(=C(C=C21)Cl)C2=CC(=CC1=CC=CC=C21)O)F)OC[C@@H]2CCC(N2)=O (5S)-5-(((4-(3,8-diazabicyclo[3.2.1]octan-3-yl)-6-chloro-8-fluoro-7-(3-hydroxynaphthalen-1-yl)quinazolin-2-yl)oxy)methyl)pyrrolidin-2-one